tert-butyl 5-methyl-1-oxa-9-azaspiro[5.5]undec-4-ene-9-carboxylate CC1=CCCOC12CCN(CC2)C(=O)OC(C)(C)C